C(#N)N1[C@H]2[C@@H](C[C@@H]1CC2)NC(=O)[C@@H]2CC=1CN(NC1CC2)C2=NC(=CC=C2)C (5S)-N-((1R,2R,4S)-7-cyano-7-azabicyclo[2.2.1]heptan-2-yl)-2-(6-methyl-2-pyridinyl)-4,5,6,7-tetrahydro-1H-indazole-5-carboxamide